N1C(=NC2=C1C=CC=C2)S(=O)CC2=NC=CC(=C2C)OC2=C(C=C(C(=O)OC)C=C2)OC methyl 4-((2-(((1H-benzo[d]imidazol-2-yl)sulfinyl)methyl)-3-methylpyridin-4-yl)oxy)-3-methoxybenzoate